ethyl 6-acetyl-7-hydroxychroman-2-carboxylate C(C)(=O)C=1C=C2CCC(OC2=CC1O)C(=O)OCC